1-(5-(7-Oxa-2-azaspiro[3.5]nonan-2-yl)pyrimidin-2-yl)-5,7-difluoro-1H-benzo[d][1,2,3]triazol-6-ol C1N(CC12CCOCC2)C=2C=NC(=NC2)N2N=NC1=C2C(=C(C(=C1)F)O)F